2-(5-bromo-2-methoxypyridin-3-yl)-1H-benzo[d]imidazole BrC=1C=C(C(=NC1)OC)C1=NC2=C(N1)C=CC=C2